ClC=1C=CC(=C(C(=O)O)C1)S(=O)(=O)Cl 5-chloro-2-(chlorosulfonyl)benzoic acid